[Sc].[U] uranium-scandium